SC=1OC2=C(N1)C=C(C=C2)C(=O)O 2-mercaptobenzo[d]oxazole-5-carboxylic acid